2-methyl-2-pyrrolidinecarboxamide CC1(NCCC1)C(=O)N